(R)-10-camphorsulfonic acid [C@@]12(C(=O)CC(CC1)C2(C)C)CS(=O)(=O)O